C1(=CC=CC=C1)SN1C(SC=C1)N N-phenylthio-2-aminothiazole